Mercaptopurine N1=CNC=2N=CNC2C1=S